2-[(5-tert-butyl-2-methylphenyl)sulfinyl]anthraquinone C(C)(C)(C)C=1C=CC(=C(C1)S(=O)C1=CC=2C(C3=CC=CC=C3C(C2C=C1)=O)=O)C